[C@H]12CN(C[C@H](CC1)N2)C=2C1=C(N=C(N2)OCC23CCCN3CCC2)C(=C(N=C1)C1=C(C=CC=C1)[C@H]1[C@H](C1)C)F 4-((1R,5S)-3,8-diazabicyclo[3.2.1]octan-3-yl)-8-fluoro-2-((hexahydro-1H-pyrrolizin-7a-yl)methoxy)-7-(2-((1R,2S)-2-methylcyclopropyl)phenyl)pyrido[4,3-d]pyrimidine